CC(C)N1N=CC(=C1)C1=NN2C(=NC=3C(=CC=CC3C2=N1)C(F)(F)F)NC=1C(N=CCSC1)=O (6S)-6-({2-[1-(propan-2-yl)-1H-pyrazol-4-yl]-7-(trifluoromethyl)[1,2,4]triazolo[1,5-c]quinazolin-5-yl}amino)-1,4-thiazepin-5-one